manganese-aluminum carbon [C].[Al].[Mn]